(3S,4R)-4-((7-(2,6-difluoro-4-(1-methylcyclopropyl)phenyl)-5-fluoropyrrolo[2,1-f][1,2,4]triazin-2-yl)amino)tetrahydro-2H-pyran-3-ol FC1=C(C(=CC(=C1)C1(CC1)C)F)C1=CC(=C2C=NC(=NN21)N[C@H]2[C@@H](COCC2)O)F